2,2-Difluoro-2-(1H-indol-7-yl)acetic acid FC(C(=O)O)(C=1C=CC=C2C=CNC12)F